C(C=C)(=O)N1C[C@@](CC1)(C1=C(C(=CC=C1F)Cl)Cl)NC=1C=C2C(N(C=NC2=C(C1)F)CC(=O)NC)=O |r| (rac)-2-(6-((1-acryloyl-3-(2,3-dichloro-6-fluorophenyl)pyrrolidin-3-yl)amino)-8-fluoro-4-oxoquinazolin-3(4H)-yl)-N-methylacetamide